FC=1C(=CC=C2C(=NC(=NC12)OCC12CCCN2CCC1)N1C[C@H]2CC[C@@H](C1)N2CCC(=O)N)C2=CC(=CC1=CC=CC=C21)O 3-((1R,5S)-3-(8-fluoro-7-(3-hydroxynaphthalen-1-yl)-2-((tetrahydro-1H-pyrrolizin-7a(5H)-yl)methoxy)quinazolin-4-yl)-3,8-diazabicyclo[3.2.1]octan-8-yl)propanamide